C(#C)C1=CC=C(C(=N1)C)C1=C(C2=C(N=CN=C2)N1C)C1=CC(=C(C=C1)OC1=NC=CC(=N1)C)F 6-(6-ethynyl-2-methylpyridin-3-yl)-5-(3-fluoro-4-((4-methylpyrimidin-2-yl)oxy)phenyl)-7-methyl-7H-pyrrolo[2,3-d]pyrimidine